(R)-N-(4-nitro-2-fluorophenylethyl)-2-hydroxypropionamide [N+](=O)([O-])C1=CC(=C(C=C1)CCNC([C@@H](C)O)=O)F